O1N=C(CC1C(=O)OCC)C(=O)OC(C)(C)C 3-(tert-butyl) 5-ethyl 4,5-dihydroisoxazole-3,5-dicarboxylate